ClC1=CC(=C(C=C1)C1=NC(=NC2=C1N=C(N(C2=O)C)C)N2CC(OCC2)C=2C=NN(C2)C2CC2)F 8-(4-chloro-2-fluorophenyl)-6-(2-(1-cyclopropyl-1H-pyrazol-4-yl)morpholino)-2,3-dimethylpyrimido[5,4-d]pyrimidin-4(3H)-one